FC(N1C=NC2=C1C=CC(=C2)I)F 1-(difluoromethyl)-5-iodo-1,3-benzodiazole